N-(2,3-dichlorobenzyl)-8-oxo-5,6,7,8-tetrahydroquinoline-5-carboxamide ClC1=C(CNC(=O)C2C=3C=CC=NC3C(CC2)=O)C=CC=C1Cl